1-[3-allyloxy-2-hydroxypropyl]biguanide C(C=C)OCC(CNC(=N)NC(=N)N)O